COC1=C(C=CC=C1)NC(CC(CCC1=CC=CC=C1)C)=O N-(2-methoxyphenyl)-3-methyl-5-phenylpentanamide